N1(CCOCC1)NC(=O)C1=NN(C(=C1CC)C1=CC=C(C=C1)C#CCCC#N)C1=C(C=C(C=C1)Cl)Cl 5-[4-(4-Cyano-but-1-ynyl)-phenyl]-1-(2,4-dichloro-phenyl)-4-ethyl-1H-pyrazole-3-carboxylic acid morpholin-4-ylamide